[Si].[Ge] germanium silicon